ClC=1C=C(C(N(N1)CC(F)(F)F)=O)C(F)(F)F 6-chloro-2-(2,2,2-trifluoroethyl)-4-(trifluoromethyl)pyridazin-3(2H)-one